(R)-3-((5-chloro-1H-indol-2-yl)methyl)-1-methyl-1-(1-(1-methyl-1H-pyrazole-5-carbonyl)piperidin-3-yl)urea ClC=1C=C2C=C(NC2=CC1)CNC(N([C@H]1CN(CCC1)C(=O)C1=CC=NN1C)C)=O